C(C)(C)[C@@]1([C@H](C1)C(=O)N1C(OC[C@H]1C1=CC=CC=C1)=O)C1=CC=CC=C1 (R)-3-((1S,2S)-2-isopropyl-2-phenylcyclopropane-1-carbonyl)-4-phenyloxazolidin-2-one